COC1=C2C=C(NC2=CC=C1)C(=O)N1[C@@H]([C@@H]2[C@H](C1)CCC2)C(=O)N[C@H](C=O)C[C@H]2C(NCCC2)=O (1S,3aR,6aS)-2-(4-methoxy-1H-indole-2-carbonyl)-N-[(2S)-1-oxo-3-[(3S)-2-oxopiperidin-3-yl]propan-2-yl]-hexahydro-1H-cyclopenta[c]pyrrole-1-carboxamide